2-oxapropane COC